ClC=1C=C(C=CC1N[C@H]1CCCC=2C=CC=NC12)S(=O)(=O)NC=1SC=CN1 (S)-3-chloro-4-((5,6,7,8-tetrahydroquinolin-8-yl)amino)-N-(thiazol-2-yl)benzenesulfonamide